C1(CC1)C1=NC=NC(=C1N)C1CC1 4,6-dicyclopropyl-pyrimidin-5-amine